9-cyclohexyl-tetracyclo[6.2.1.13,6.02,7]-4-dodecene C1(CCCCC1)C1C2C3C4C=CC(C3C(C1)C2)C4